C(C)C1=CN=C(N=N1)S(=O)(=O)C 6-ethyl-3-(methylsulfonyl)-1,2,4-triazine